C1(CC1)C1=C(C(=NC(=N1)NN)N1CC=2C=C(C=NC2CC1)C(F)(F)F)C 6-(6-Cyclopropyl-2-hydrazineyl-5-methylpyrimidin-4-yl)-3-(trifluoromethyl)-5,6,7,8-tetrahydro-1,6-naphthyridine